ClC1=CC=C(C=C1)C1(CC1)C(=O)N(C)[C@@]1(C=C(C(C(C1)(C)C)=O)C#N)C 1-(4-chlorophenyl)-N-[(1S)-3-cyano-1,5,5-trimethyl-4-oxocyclohex-2-en-1-yl]-N-methylcyclopropane-1-carboxamide